COC(=O)C1=CC2=C(NC=N2)C(=C1)OC 7-methoxy-1H-benzo[d]Imidazole-5-carboxylic acid methyl ester